6-(1,3-benzoxazol-2-yl)-5-hydroxy-2-(1-phenyl-1,2,3,4-tetrahydroisoquinolin-2-yl)-3,4-dihydropyrimidin-4-one O1C(=NC2=C1C=CC=C2)C2=C(C(NC(=N2)N2C(C1=CC=CC=C1CC2)C2=CC=CC=C2)=O)O